oxazoledioic acid O1C(=NC(=C1)C(=O)O)C(=O)O